1-(4-fluorobenzyl)-4-(6-methyl-3-nitropyridin-2-yl)piperazine FC1=CC=C(CN2CCN(CC2)C2=NC(=CC=C2[N+](=O)[O-])C)C=C1